3-(9-oxoacridin-10(9H)-yl)propyl methacrylate C(C(=C)C)(=O)OCCCN1C=2C=CC=CC2C(C2=CC=CC=C12)=O